(R)-1-(4-(2-(6-(3-aminopiperidin-1-carbonyl)-4-fluoro-3-methylpyrazolo[1,5-a]pyridin-2-yl)-1-(cyclopropylmethyl)-1H-indol-7-yl)piperidin-1-yl)ethan-1-one sulfur [S].N[C@H]1CN(CCC1)C(=O)C=1C=C(C=2N(C1)N=C(C2C)C=2N(C1=C(C=CC=C1C2)C2CCN(CC2)C(C)=O)CC2CC2)F